2-naphthoic acid-4a,8a-13C2 C1=C(C=C[13C]2=CC=CC=[13C]12)C(=O)O